8-fluoro-2-((1-methylcyclopropyl)methyl)-1,2,3,4-tetrahydroisoquinoline-6-carboxylic acid methyl ester COC(=O)C=1C=C2CCN(CC2=C(C1)F)CC1(CC1)C